C(C)(C)(C)OC(=O)N1CCC(CC1)OC1CC(C1)OS(=O)(=O)C(F)(F)F 4-[(1s,3s)-3-(trifluoromethanesulfonyl-oxy)cyclobutoxy]piperidine-1-carboxylic acid tert-butyl ester